N-(3-fluoro-4-{[2-(5-{[(2-methoxyethyl)amino]methyl}pyridin-2-yl)thieno[3,2-b]pyridin-7-yl]oxy}phenyl)-3-oxo-2-phenyl-2,3-dihydropyridazine-4-carboxamide FC=1C=C(C=CC1OC1=C2C(=NC=C1)C=C(S2)C2=NC=C(C=C2)CNCCOC)NC(=O)C=2C(N(N=CC2)C2=CC=CC=C2)=O